2-(6-fluoro-4-(3-fluoro-5-methoxy-4-((1-trityl-1H-1,2,4-triazol-3-yl)methoxy)phenyl)-3-methyl-2-oxo-2,3-dihydro-1H-benzo[d]imidazol-1-yl)-N-(4-fluorophenyl)-N-methylacetamide FC=1C=C(C2=C(N(C(N2C)=O)CC(=O)N(C)C2=CC=C(C=C2)F)C1)C1=CC(=C(C(=C1)OC)OCC1=NN(C=N1)C(C1=CC=CC=C1)(C1=CC=CC=C1)C1=CC=CC=C1)F